ClC=1C=C(CNC2=C(CCC2)C#N)C=CC1 2-((3-chlorobenzyl)amino)cyclopent-1-ene-1-carbonitrile